C(C1=CC=CC=C1)OC(=O)N[C@@H](CO)C(=O)OC methyl ((benzyloxy)carbonyl)serinate